dihydroxy-4-(2-methacryloyloxy-ethoxy)benzophenone OC=1C(=C(C(=O)C2=CC=CC=C2)C=CC1OCCOC(C(=C)C)=O)O